C1(=CC=CC=C1)[C@@H]1C(OC(O1)=O)(C)C (R)-5-phenyl-4,4-dimethyl-1,3-dioxolane-2-one